C1(CC1)C1=C(C(=NO1)C1=C(C=CC=C1Cl)Cl)COC1CC2(C1)C[C@H]1CC[C@@H](C2)N1C1=CC2=C(C(=NS2)C(=O)O)C=C1 6-{(1R,5S)-3'-[(5-cyclopropyl-3-(2,6-dichlorophenyl)isoxazol-4-yl)methoxy]-8-azaspiro[bicyclo[3.2.1]octane-3,1'-cyclobutane]-8-yl}benzo[d]isothiazole-3-carboxylic acid